(2R,3R)-3-((1S,3S,5S)-2-(tert-butoxycarbonyl)-2-azabicyclo[3.1.0]hexan-3-yl)-3-hydroxy-2-methylpropanoic acid C(C)(C)(C)OC(=O)N1[C@H]2C[C@H]2C[C@H]1[C@@H]([C@H](C(=O)O)C)O